ClC=1C=C(C=C(C1)Cl)[C@@H]1N(C[C@H](CC1)C)C(C(=O)NC=1C=C(C=NC1)C(=O)N)=O |r| rac-5-{2-[(2R,5S)-2-(3,5-Dichlorophenyl)-5-methylpiperidin-1-Yl]-2-oxoacetamido}Pyridine-3-carboxamide